3-(5-(((R)-1-ethyl-3,3-dimethylpiperidin-2-yl)methoxy)-1-oxoisoindolin-2-yl)piperidine-2,6-dione C(C)N1[C@H](C(CCC1)(C)C)COC=1C=C2CN(C(C2=CC1)=O)C1C(NC(CC1)=O)=O